C(#N)C1=C(C=C(C2=C1CCO2)C2=CC=C(C=C2)OC(F)(F)F)NCC(C(=O)N(C)O)=C 2-[[[4-cyano-7-[4-(trifluoromethoxy)phenyl]-2,3-dihydrobenzofuran-5-yl]amino]methyl]-N-hydroxy-N-methyl-prop-2-enamide